N[C@H]1C(NCC1(C)C)=O |r| (+/-)-3-amino-4,4-dimethylpyrrolidin-2-one